N12CCN(C(CC1)CC2)C(=O)N2N=C(C1=C2CCOC1)C1=NC=C(C=C1)Cl (1,4-diazabicyclo[3.2.2]nonan-4-yl)(3-(5-chloropyridin-2-yl)-6,7-dihydropyrano[4,3-c]pyrazol-1(4H)-yl)methanone